(S)-3-amino-3-(4-methoxybiphenyl-3-yl)propionic acid ethyl ester C(C)OC(C[C@@H](C=1C=C(C=CC1OC)C1=CC=CC=C1)N)=O